2-(4-(4-(Trifluoromethyl)benzoyl)piperazin-1-yl)-N-(3,4,5-trimethoxyphenyl)acetamide FC(C1=CC=C(C(=O)N2CCN(CC2)CC(=O)NC2=CC(=C(C(=C2)OC)OC)OC)C=C1)(F)F